tert-butyl 6-[6-[3-(aminomethyl) phenyl]-7-[4-fluoro-2-(2-methoxyethoxy) phenyl] thieno[3,2-c]pyridin-4-yl]-3,4-dihydro-1H-isoquinoline-2-carboxylate NCC=1C=C(C=CC1)C1=C(C2=C(C(=N1)C=1C=C3CCN(CC3=CC1)C(=O)OC(C)(C)C)C=CS2)C2=C(C=C(C=C2)F)OCCOC